C(C)(C)(C)OC(=O)N1CC2(C1)C[C@@H]([C@@H](CC2)NC2=CC=C1C(=NN(C1=C2)C)C2C(NC(CC2)=O)=O)C(F)(F)F.C[Si](OC(=C)C)(OC(=C)C)OC(=C)C methyl-tris-(isopropenoxy)silane tert-butyl-(6S,7R)-7-[[3-(2,6-dioxo-3-piperidyl)-1-methyl-indazol-6-yl]amino]-6-(trifluoromethyl)-2-azaspiro[3.5]nonane-2-carboxylate